BrC=1C(=C(C=CC1)C(=O)C1=CC=NC=C1)F (3-bromo-2-fluoro-phenyl)-(4-pyridinyl)methanone